1H-tetrazole-5-carboxamide N1N=NN=C1C(=O)N